(S)-5-(benzyloxy)-1-(chloromethyl)-2,3-dihydro-1H-benzo[e]indole C(C1=CC=CC=C1)OC=1C2=C(C=3[C@@H](CNC3C1)CCl)C=CC=C2